sodium 2-(4-methoxyphenoxy) propionate CC(C(=O)[O-])OC1=CC=C(C=C1)OC.[Na+]